CCOCCCCC 3-oxa-octane